C(C)(C)(C)OC(C1=CC(=NC(=C1)C(NC)=O)[C@@H](C1=C(C=CC=C1)C)O)=O |r| (+/-)-2-(hydroxy(o-tolyl)methyl)-6-(methylcarbamoyl)isonicotinic acid tert-butyl ester